BrC=1C(N(C(=CC1OC1=C(C=C(C=C1)F)F)C)CC1=CC=C(C=C1)C(=O)N(C)CCOC)=O 3-bromo-4-(2,4-difluorophenoxy)-6-methyl-1-[4-((methoxyethyl)methylaminocarbonyl)benzyl]pyridin-2(1H)-one